N1N=CC2=CC(=CC=C12)CN(C=1OC=C(N1)COCCOCC1=CC(=CC=C1)OC)CC1=CC(=CC=C1)OC N-((1H-indazol-5-yl)methyl)-N-(3-methoxybenzyl)-4-((2-(3-methoxybenzyloxy)ethoxy)methyl)oxazol-2-amine